CN1C(C(=CC2=CC=CC=C12)C=O)=O 1-methyl-2-oxo-1,2-dihydroquinoline-3-carbaldehyde